N-[(6-Amino-2-pyridyl)sulfonyl]-6-(ethylamino)-2-(2,4,6-trimethylphenoxy)pyridin-3-carboxamid NC1=CC=CC(=N1)S(=O)(=O)NC(=O)C=1C(=NC(=CC1)NCC)OC1=C(C=C(C=C1C)C)C